tert-butyl ((1r,4r)-4-(chlorosulfonyl)cyclohexyl)carbamate ClS(=O)(=O)C1CCC(CC1)NC(OC(C)(C)C)=O